FC(OC=1C=C(C=CC1)C1CN(C1)C(=O)OC(C)(C)C)(F)F tert-Butyl 3-(3-(trifluoromethoxy)phenyl)azetidine-1-carboxylate